CC1=CC(=NO1)NC(=O)C=1N(C=CC1)CC1=CC=NC=C1 N-(5-methylisoxazol-3-yl)-1-(pyridin-4-ylmethyl)-1H-pyrrole-2-carboxamide